[Nd+3].P(=O)(OCC(CCCC)CC)(OCC(CCCC)CC)[O-].C(C)C(COP(=O)(OCC(CCCC)CC)[O-])CCCC.C(C)C(COP(=O)(OCC(CCCC)CC)[O-])CCCC di(2-ethylhexyl) phosphate neodymium